5-(2-fluorophenyl)-1H-pyrrole-3-carboxylic acid FC1=C(C=CC=C1)C1=CC(=CN1)C(=O)O